CN1C(N(C2=C1C=C(C=C2)C#CCN2C[C@@H](OCC2)CNC)C2C(NC(CC2)=O)=O)=O 3-[3-Methyl-5-[3-[(2S)-2-(methylaminomethyl)morpholin-4-yl]prop-1-ynyl]-2-oxo-benzimidazol-1-yl]piperidine-2,6-dione